OC=1C=C(C(=O)O[C@@H]2O[C@@H]([C@H]([C@@H]([C@H]2OC(C2=CC(=C(C(=C2)O)O)O)=O)OC(C2=CC(=C(C(=C2)O)O)O)=O)OC(C2=CC(=C(C(=C2)O)O)O)=O)COC(C2=CC(=C(C(=C2)O)O)O)=O)C=C(C1O)O (2S,3R,4S,5R,6R)-3,4,5-tris(3,4,5-trihydroxybenzoyloxy)-6-((3,4,5-trihydroxybenzoyloxy) methyl)oxan-2-yl 3,4,5-trihydroxybenzoate